C(C)(C)C1=CC(=C2C(=CC3=C(C=C(C4=C(C=C1C2=C34)I)Br)C(C)C)I)Br 1,6-diisopropyl-3,8-dibromo-4,9-diiodopyrene